BrC=1C=C2N(N=CC(=C2Cl)C(=NC2=C(C=C(C=C2)O[Si](C)(C)C(C)(C)C)CC(F)(F)F)N)C1 6-bromo-N'-[4-[tert-butyl(dimethyl)silyl]oxy-2-(2,2,2-trifluoroethyl)phenyl]-4-chloro-pyrrolo[1,2-b]pyridazine-3-carboxamidine